(1S,3R,4S,5R)-3-((5-chloro-4-(4-fluoro-1-isopropyl-2-(pyridin-4-yl)-1H-benzo[d]imidazol-6-yl)pyrimidin-2-yl)amino)-6,8-dioxabicyclo[3.2.1]octan-4-ol ClC=1C(=NC(=NC1)N[C@@H]1C[C@H]2CO[C@@H]([C@H]1O)O2)C=2C=C(C1=C(N(C(=N1)C1=CC=NC=C1)C(C)C)C2)F